(S)-N-(6-(4-(1-naphthoyl)piperazin-1-yl)-6-oxo-5-(phenylsulfonamido)hexyl)acrylamide C1(=CC=CC2=CC=CC=C12)C(=O)N1CCN(CC1)C([C@H](CCCCNC(C=C)=O)NS(=O)(=O)C1=CC=CC=C1)=O